N-(2-aminoethyl)-3-(4,7-dimethyl-1,3-dioxo-5,6-diphenylisoindolin-2-yl)propanamide hydrochloride Cl.NCCNC(CCN1C(C2=C(C(=C(C(=C2C1=O)C)C1=CC=CC=C1)C1=CC=CC=C1)C)=O)=O